2,2-dimethyl-7-(pyridin-3-yl)-2H-chromen-3-carbaldehyde CC1(OC2=CC(=CC=C2C=C1C=O)C=1C=NC=CC1)C